3-(5-(4-(((2-chlorophenethyl)amino)methyl)pyridin-2-yl)-1-oxoisoindolin-2-yl)piperidine-2,6-dione ClC1=C(CCNCC2=CC(=NC=C2)C=2C=C3CN(C(C3=CC2)=O)C2C(NC(CC2)=O)=O)C=CC=C1